CN([C@H]1[C@@H](CCCC1)N)C (1R,2R)-1-N,1-N-dimethylcyclohexane-1,2-diamine